tert-butyl 1-(2-(N-(4-(hydrazinecarbonyl)benzyl)-N-phenylsulfamoyl)ethyl)piperidin-4-ylcarbamate N(N)C(=O)C1=CC=C(CN(S(=O)(=O)CCN2CCC(CC2)NC(OC(C)(C)C)=O)C2=CC=CC=C2)C=C1